ClC=1C=CC(=C(C1)N=C1C=CC2=C(CC(OC2=C1)=O)C)C(F)(F)F 7-((5-chloro-2-trifluoromethylphenyl)imino)-4-methylcoumarin